C(C)C1=CC=C(OC2=C(N=NN2)C(=O)O)C=C1 5-(4-ethylphenoxy)-1H-1,2,3-triazole-4-carboxylic acid